3-amino-5-fluoropiperidine-1-carboxylic acid tert-butyl ester C(C)(C)(C)OC(=O)N1CC(CC(C1)F)N